N-(5-(piperazin-1-yl)pyridin-2-yl)-9H-pyrido[3,4-b]indole-1-carboxamide trifluoroacetate salt FC(C(=O)O)(F)F.N1(CCNCC1)C=1C=CC(=NC1)NC(=O)C1=NC=CC2=C1NC1=CC=CC=C21